lutetium phosphate P(=O)([O-])([O-])[O-].[Lu+3]